ClC1=CC(=C(COC=2C=C(C=C(C2)F)N2CCN(CC2)CC2=NC3=C(N2C[C@H]2OCC2)C=C(C=C3)C(=O)O)C=C1)F (S)-2-((4-(3-((4-chloro-2-fluorobenzyl)oxy)-5-fluorophenyl)piperazin-1-yl)methyl)-1-(oxetan-2-ylmethyl)-1H-benzo[d]imidazole-6-carboxylic acid